2-(3-hydroxy-3-methyl-pyrrolidin-1-yl)ethane-1,2-dione OC1(CN(CC1)C(C=O)=O)C